L-glutamic acid dibenzyl ester hydrochloride Cl.C(C1=CC=CC=C1)OC([C@@H](N)CCC(=O)OCC1=CC=CC=C1)=O